ClC=1C=C(C=CC1)CCC=1C(=NC=CC1)C#N 3-(3-chlorophenyl-ethyl)-2-cyanopyridine